ethyl 4-(2-bromo-4-fluorophenyl)-6-(((3-fluorophenylethyl) amino) methyl)-2-(thiazol-2-yl)-1,4-dihydropyrimidine-5-carboxylate BrC1=C(C=CC(=C1)F)C1N=C(NC(=C1C(=O)OCC)CNCCC1=CC(=CC=C1)F)C=1SC=CN1